C(C1=CC=CC=C1)N(C(C(F)(F)F)=O)[C@H]1C2C(N([C@H]1CO[Si](CC)(CC)CC)C(=O)OC)COC2 methyl (2R,3S)-3-(N-benzyl-2,2,2-trifluoroacetamido)-2-(((triethylsilyl)oxy)methyl)hexahydro-1H-furo[3,4-b]pyrrole-1-carboxylate